1,3-dimethyl-2,5-diaminobenzene CC1=C(C(=CC(=C1)N)C)N